N(=NC(=O)OCC1=CC=CC=C1)C(=O)OCC1=CC=CC=C1 dibenzyl azocarboxylate